CC=1C=C(C(=C2C=CNC12)CN1N=C2N=C(C=CC2=C1)C#N)S(=O)(=O)C 2-((7-methyl-5-(methyl-sulfonyl)-1H-indol-4-yl)methyl)-2H-pyrazolo[3,4-b]pyridine-6-carbonitrile